ClC1=C(C=CC=C1)C1C2=C(N(C(=C1C(=O)OC(C)C)C)CC)COC2=O isopropyl 4-(2-chlorophenyl)-1-ethyl-2-methyl-5-oxo-1,4,5,7-tetrahydro-furo[3,4-b]pyridine-3-carboxylate